7-bromo-4-(3-(1-methylpiperidin-4-yl)azetidin-1-yl)-1,2-dihydro-3H-pyrrolo[3,4-c]pyridin-3-one BrC=1C2=C(C(=NC1)N1CC(C1)C1CCN(CC1)C)C(NC2)=O